ethyl 1-(trans-2-hydroxycyclohexyl)-1H-pyrazole-4-carboxylate O[C@H]1[C@@H](CCCC1)N1N=CC(=C1)C(=O)OCC